C(=O)O.C(#N)C=1C(=NC=C(C1C1=CC(=C(C=C1)C#N)F)C1=CC(=C(C=C1)OC)O)N1CCC(CC1)CC(=O)NO 2-(1-(3-Cyano-4-(4-cyano-3-fluorophenyl)-5-(3-hydroxy-4-methoxyphenyl)pyridin-2-yl)piperidin-4-yl)-N-hydroxyacetamide formate